O=C1N(CCN1)CCOC1=C(C2=CC3=CC4=CC=CC=C4C=C3C=C2C=C1)C#N 2-[2-(2-oxoimidazolidin-1-yl)ethoxy]-1-naphthacenenitrile